CN(C(CCCCCCCCCCCCCCCCC)=O)C N,N-dimethylstearamide